N-(2-fluoro-5-((3-methyl-4-oxo-3,4-dihydroquinazolin-6-yl)oxy)phenyl)-1-(4-fluorophenyl)-1H-pyrazole-3-carboxamide FC1=C(C=C(C=C1)OC=1C=C2C(N(C=NC2=CC1)C)=O)NC(=O)C1=NN(C=C1)C1=CC=C(C=C1)F